BrC1=CC(=NC=C1)C=1C=NN(C1)C1OCCCC1 4-bromo-2-(1-tetrahydropyran-2-ylpyrazol-4-yl)pyridine